N-vinyl-2-(methyl)-propionamid C(=C)NC(C(C)C)=O